4-hydroxy-4-(perfluoroethyl)cyclohexane-1-one OC1(CCC(CC1)=O)C(C(F)(F)F)(F)F